5-[[2-[(2R,3S,6R)-2,3-dimethyl-6-phenyl-1-piperidyl]-2-oxo-acetyl]amino]pyridine-3-carboxamide C[C@H]1N([C@H](CC[C@@H]1C)C1=CC=CC=C1)C(C(=O)NC=1C=C(C=NC1)C(=O)N)=O